FC(C(=O)N1CC2=CC(=CC=C2CC1)S(=O)(=O)N)(F)F 2-(2,2,2-trifluoroacetyl)-1,2,3,4-tetrahydroisoquinoline-7-sulfonamide